NCC1(CCN(CC1)C1=NN2C(S1)=NC=C2C=2C(=NC(=CC2)C)SC)O 4-(aminomethyl)-1-(5-(6-methyl-2-(methylthio)pyridin-3-yl)imidazo[2,1-b][1,3,4]thiadiazol-2-yl)piperidin-4-ol